Cl.CC1CC(NCC1)C(=O)O 4-methylpiperidine-2-carboxylic acid hydrochloride